6-{3-[1-(bicyclo[2.2.2]oct-1-ylmethyl)-1H-pyrazol-4-yl]-6-methylpyridin-2-yl}-2-(cyclopropylmethyl)-2,3-dihydro-1H-isoindol-1-one C12(CCC(CC1)CC2)CN2N=CC(=C2)C=2C(=NC(=CC2)C)C2=CC=C1CN(C(C1=C2)=O)CC2CC2